5-Oxo-5,7-dihydrospiro[cyclopenta[b]pyridine-6,4'-piperidine]-1'-carboxylic acid tert-butyl ester C(C)(C)(C)OC(=O)N1CCC2(CC1)C(C=1C(=NC=CC1)C2)=O